5-fluoro-2-[(3-methoxyazetidin-1-yl)methyl]-7,8-dihydro-6H-spiro[[1,3]oxazolo[5,4-f]quinazoline-9,1'-cyclohexane]-7-one FC=1C=C2C(=C3C1NC(NC31CCCCC1)=O)OC(=N2)CN2CC(C2)OC